C(C)(=O)C=1C=C2N(C(=NN(C2=O)CC(=O)OCC)C(C)C)C1 ethyl 2-(7-acetyl-4-isopropyl-1-oxo-pyrrolo[1,2-d][1,2,4]triazin-2-yl)acetate